ClC1=C(C(=CC=C1Cl)O)[C@H]1C[C@@H]2N(C(CN(C2)C([C@H](CO)O)=O)=O)CC1 (8R,9aS)-8-(2,3-dichloro-6-hydroxyphenyl)-2-[(2S)-2,3-dihydroxypropanoyl]-hexahydro-1H-pyrido[1,2-a]pyrazin-4-one